5-bromo-3-(1-methylcyclopropyl)-1-{[2-(trimethylsilyl)ethoxy]methyl}-1H-1,2,4-triazole BrC1=NC(=NN1COCC[Si](C)(C)C)C1(CC1)C